N-[(6-benzyloxy-3-pyridyl)methyl]-5-chloro-3-ethyL-pyrazolo[1,5-a]pyrimidin-7-amine C(C1=CC=CC=C1)OC1=CC=C(C=N1)CNC1=CC(=NC=2N1N=CC2CC)Cl